OC(C)(C)C1=CC(=CC=C1)C(C)(C)O α,α'-dihydroxy-1,3-diisopropylbenzene